COC(C1=CC(=C(C(=C1)C=O)[N+](=O)[O-])OC1CC1)=O.ClC1=C(C(=CC(=C1)CCl)Cl)CC1=CC(=C(C=C1)OCOC)C(C)C 1,3-dichloro-5-(chloromethyl)-2-(3-isopropyl-4-(methoxymethoxy)benzyl)benzene methyl-3-cyclopropoxy-5-formyl-4-nitrobenzoate